tert-Butyl 2-((8-benzoyl-3,7-dimethyl-2,6-dioxo-2,3,6,7-tetrahydro-1H-purin-1-yl)methyl)-4-chloro-1H-indole-1-carboxylate C(C1=CC=CC=C1)(=O)C1=NC=2N(C(N(C(C2N1C)=O)CC=1N(C2=CC=CC(=C2C1)Cl)C(=O)OC(C)(C)C)=O)C